2-(1-acryloylazetidin-3-yl)-4-amino-6-(7-methoxy-5-methylbenzo[b]thiophen-2-yl)-1H-pyrimidine-6-carboxamide C(C=C)(=O)N1CC(C1)C=1NC(C=C(N1)N)(C(=O)N)C1=CC2=C(S1)C(=CC(=C2)C)OC